C1(CC1)CN1C(=CC=2C1=NC(=CC2)[C@@H](C)NC(=O)OCC[Si](C)(C)C)C2=NC1=C(N2C)C(=CC(=C1)C(=O)O)OC (R)-2-(1-(cyclopropylmethyl)-6-(1-(((2-(trimethylsilyl)ethoxy)carbonyl)amino)ethyl)-1H-pyrrolo[2,3-b]pyridin-2-yl)-7-methoxy-1-methyl-1H-benzo[d]imidazole-5-carboxylic acid